OC1CN(C1)C(=O)OC1CCC(CC1)C(N(CC12CCC(CC1)(CC2)C2=CC(=C(C=C2)OC)C)C2=NC=CC(=C2)C2=NC(=NO2)C(C)C)=O 4-((4-(3-isopropyl-1,2,4-oxadiazol-5-yl)pyridin-2-yl)((4-(4-methoxy-3-methylphenyl)bicyclo[2.2.2]octan-1-yl)methyl)carbamoyl)cyclohexyl trans-3-hydroxyazetidine-1-carboxylate